C(C)C1=NC=C(NC1=O)C1CC(CC1)N1CCN(CC1)C=1C=CC(=NC1F)C(=O)NC 5-(4-(3-(5-ethyl-6-oxo-1,6-dihydropyrazin-2-yl)cyclopentyl)piperazin-1-yl)-6-fluoro-N-methylpicolinamide